2-(4-((6-hydroxy-2-(4-(methylsulfonyl)phenyl)naphthalen-1-yl)oxy)phenoxy)acetic acid OC=1C=C2C=CC(=C(C2=CC1)OC1=CC=C(OCC(=O)O)C=C1)C1=CC=C(C=C1)S(=O)(=O)C